Oleic Methyl Ester COC(CCCCCCC\C=C/CCCCCCCC)=O